N-((2-methoxy-5-(1-methoxy-2-methylpropan-2-yl)phenyl)sulfonyl)-5-(pyridin-2-yl)quinoline-2-carboxamide COC1=C(C=C(C=C1)C(COC)(C)C)S(=O)(=O)NC(=O)C1=NC2=CC=CC(=C2C=C1)C1=NC=CC=C1